4,8-bis(4,4-difluoropiperidin-1-yl)-N2,N2,N6,N6-tetrakis(2-methoxyethyl)pyrimido[5,4-d]pyrimidine-2,6-diamine FC1(CCN(CC1)C=1C2=C(N=C(N1)N(CCOC)CCOC)C(=NC(=N2)N(CCOC)CCOC)N2CCC(CC2)(F)F)F